4-(4-(3,8-diazabicyclo-[3.2.1]-octan-3-yl)-2-((1-((dimethylamino)methyl)-cyclopropyl)methoxy)-8-fluoroquinazolin-7-yl)-7-fluorobenzo[d]thiazol-2-amine C12CN(CC(CC1)N2)C2=NC(=NC1=C(C(=CC=C21)C2=CC=C(C1=C2N=C(S1)N)F)F)OCC1(CC1)CN(C)C